(4-(aminomethyl)piperidin-1-yl)(4-((3-(2-chloro-4-methoxyphenyl)imidazo[1,2-a]pyrazin-8-yl)amino)-2-methylphenyl)methanone tert-butyl-(4-bromo-3-fluorobenzyl)carbamate C(C)(C)(C)N(C(O)=O)CC1=CC(=C(C=C1)Br)F.NCC1CCN(CC1)C(=O)C1=C(C=C(C=C1)NC=1C=2N(C=CN1)C(=CN2)C2=C(C=C(C=C2)OC)Cl)C